2,6-diazaspiro[3.4]octane-8-carbohydrazide C1NCC12CNCC2C(=O)NN